ClC1=NN2C(C(=N1)NC1CCCC1)=CC=C2[C@H]2[C@@H]([C@@H]([C@H](O2)COC(COC)P(O)(O)=O)O)O (1-(((2R,3S,4R,5S)-5-(2-chloro-4-(cyclopentylamino)pyrrolo[2,1-f][1,2,4]triazin-7-yl)-3,4-dihydroxytetrahydrofuran-2-yl)methoxy)-2-methoxyethyl)phosphonic acid